(S)-N-(1-(3-bromophenyl)-2-methoxyethyl)-4-(5-methyl-2-((1-methyl-1H-pyrazol-5-yl)amino)pyrimidin-4-yl)oxazole-2-carboxamide BrC=1C=C(C=CC1)[C@@H](COC)NC(=O)C=1OC=C(N1)C1=NC(=NC=C1C)NC1=CC=NN1C